(R)-(4-(4-cyclopropylpyrazolo[1,5-a]pyridin-2-yl)-1,4,6,7-tetrahydro-5H-imidazo[4,5-c]pyridin-5-yl)(5-(1-(trifluoromethyl)-1H-pyrazol-3-yl)-1,3,4-oxadiazol-2-yl)methanone C1(CC1)C=1C=2N(C=CC1)N=C(C2)[C@@H]2N(CCC1=C2N=CN1)C(=O)C=1OC(=NN1)C1=NN(C=C1)C(F)(F)F